2-(bromomethyl)styrene BrCC1=C(C=C)C=CC=C1